COC1=CC=C2N1C1=CC=CC=C1N=C2 Methoxypyrrolo[1,2-a]quinoxaline